N-(3-(6-(5-cyanopyridin-3-yl)quinazolin-8-yl)phenyl)acrylamide C(#N)C=1C=C(C=NC1)C=1C=C2C=NC=NC2=C(C1)C=1C=C(C=CC1)NC(C=C)=O